ClC1=C(C=CC=C1)C(=O)N1CCC2(C(N3[C@H](O2)CC[C@H]3C3=CC(=CC(=C3)F)F)=O)CC1 (5'S,7a'R)-1-(2-chloro-benzene-1-carbonyl)-5'-(3,5-difluorophenyl)tetrahydro-3'H-spiro[piperidine-4,2'-pyrrolo[2,1-b][1,3]-oxazol]-3'-one